FC(C1=CC=C(C=C1)N1C=2C=CC=CC2N(C2=CC=CC=C12)C1=CC=C(C=C1)C(F)(F)F)(F)F 5,10-bis(4-(trifluoromethyl)phenyl)-5,10-dihydro-phenazine